(3S,6S,7R)-12-(benzyloxy)-N-(2,4-difluorobenzyl)-6-hydroxy-3,6-dimethyl-1,11-dioxo-1,6,7,11-tetrahydro-3H-2,7-methanopyrido[1,2-a][1,4]diazonine-10-carboxamide C(C1=CC=CC=C1)OC=1C(C(=CN2C1C(N1[C@H](C=C[C@]([C@H]2C1)(C)O)C)=O)C(=O)NCC1=C(C=C(C=C1)F)F)=O